[Si](C)(C)(C(C)(C)C)OC=1C=NN(C1C1=CC=2N(C=C1)N=C(C2)NC2=NC(=NC(=C2)C)C)C 5-(4-((tert-butyldimethylsilyl)oxy)-1-methyl-1H-pyrazol-5-yl)-N-(2,6-dimethylpyrimidin-4-yl)pyrazolo[1,5-a]pyridin-2-amine